(R)-tert-Butyl 1-(3-methyl-2,6-dioxo-2,3,6,7-tetrahydro-1H-purin-8-yl)-2-(pyridin-2-yl)ethylcarbamate CN1C(NC(C=2NC(=NC12)[C@@H](CC1=NC=CC=C1)NC(OC(C)(C)C)=O)=O)=O